F[C@H]1C(NC(C[C@H]1OC1=CC=C(N=N1)C1=C(C=C(C=N1)C=1C=C(C=2N(N1)C=C(N2)C)C#N)O)(C)C)(C)C 6-[6-(6-{[(3S,4R)-3-fluoro-2,2,6,6-tetramethylpiperidin-4-yl]oxy}pyridazin-3-yl)-5-hydroxypyridin-3-yl]-2-methylimidazo[1,2-b]pyridazine-8-carbonitrile